CC1=CC=C(C=C1)S(=O)(=O)NC(\C=C\C)=O (E)-N-(4-toluenesulfonyl)-2-butenamide